C(C=C)N(CCO)CC=C N,N-diallylethanolamine